C(C)(C)(C)OC(=O)N(C(=O)OC(C)(C)C)CC1=CC(=C2C(=N1)C(=CS2)C(=O)OC(C)(C)C)Br tert-butyl 5-[[bis(tert-butoxycarbonyl) amino] methyl]-7-bromo-thieno[3,2-b]pyridine-3-carboxylate